N-(2-(2-Acetylhydrazinecarbonyl)thiophen-3-yl)-2-(4-methoxyphenyl)-acetamide C(C)(=O)NNC(=O)C=1SC=CC1NC(CC1=CC=C(C=C1)OC)=O